C(#N)N1C[C@@](CCC1)(F)C=1OC2=C(N1)C=CC(=C2)C2=CC(=NC=C2)C#N (R)-4-(2-(1-cyano-3-fluoropiperidin-3-yl)benzo[d]oxazol-6-yl)picolinenitrile